11-(Acryloyloxy)-undecyl methacrylat C(C(=C)C)(=O)OCCCCCCCCCCCOC(C=C)=O